CC1(C(NCC1)=O)C 3,3-dimethyl-2-oxopyrrolidin